FC(CN1N=CC=2C1=NC(=CN2)N2CC1(CN(C1)C=1C=NC(=NC1)OC)CC2)F 6-[1-(2,2-difluoroethyl)-1H-pyrazolo[3,4-b]pyrazin-6-yl]-2-(2-methoxypyrimidin-5-yl)-2,6-diazaspiro[3.4]octane